ClC=1C=CC(=NC1)C(N1C[C@@H](N(C[C@H]1C)C1=CC(N(C=2C=CC(=NC12)C#N)C)=O)C)C1=CC=C(C=C1)F 8-[(2s,5r)-4-[(5-chloropyridin-2-yl)(4-fluorophenyl)methyl]-2,5-dimethylpiperazin-1-yl]-5-methyl-6-oxo-5,6-dihydro-1,5-naphthyridine-2-carbonitrile